4-methyl-3-[4-[(4-fluorophenoxy)methyl]-1H-1,2,3-triazole-1-yl]thiophene-2-carboxamide CC=1C(=C(SC1)C(=O)N)N1N=NC(=C1)COC1=CC=C(C=C1)F